BrC1=CC=C(CN2C(C(=NC3=CC=C(C=C23)OC)C2=CC=CC=C2)=O)C=C1 1-(4-bromobenzyl)-7-methoxy-3-phenylquinoxalin-2(1H)-one